6-((1-(2-(hydroxyimino)-4-methylpentanoyl)piperidin-4-yl)amino)pyrimidine-4-carboxamide ON=C(C(=O)N1CCC(CC1)NC1=CC(=NC=N1)C(=O)N)CC(C)C